ClC=1C(=NC(=C(C1)F)N1C(N(C(=CC1=O)C(F)(F)F)C)=O)C=O 3-chloro-5-fluoro-6-[3-methyl-2,6-dioxo-4-(trifluoromethyl)pyrimidin-1-yl]pyridine-2-carbaldehyde